N1(CCCCC1)CC 1-(piperidin-1-yl)ethan